O[C@@H]([C@@](N)(C)C(=O)O)C (2s,3R)-3-HYDROXY-L-ISOVALINE